C(CCCC(C)C)OC(CCC1CC(CC(C1)CCC(=O)OCCCCC(C)C)CCC(=O)OCCCCC(C)C)=O.N1=C(C=CC=C1)NC(C1=CC=CC=C1)=O N-(2-pyridyl)benzamide tri(iso-heptyl)cyclohexane-1,3,5-tripropionate